9,10-diphenyl-2-anthryl-N,9-diphenyl-9H-carbazole-3-amine C1(=CC=CC=C1)C=1C2=CC=CC=C2C(=C2C=CC(=CC12)C1=CC(=CC=2C3=CC=CC=C3N(C12)C1=CC=CC=C1)NC1=CC=CC=C1)C1=CC=CC=C1